OC(C(=O)NCC1=CC=NC=C1)C(CO)(C)C 2,4-dihydroxy-3,3-dimethyl-N-(pyridin-4-ylmethyl)butanamide